FC1(OC2=C(O1)C=C(C(=C2)[C@H](C)OC=2C=C(C=CC2)N2N=C(C=1CCCC(C21)OC2=CC=C(C(=O)OC)C=C2)C(F)(F)F)F)F methyl 4-[[1-[3-[(1S)-1-(2,2,6-trifluoro-1,3-benzodioxol-5-yl)ethoxy]phenyl]-3-(trifluoromethyl)-4,5,6,7-tetrahydroindazol-7-yl]oxy]benzoate